C1CC12CN(C2)C=2C=C1C(=CC=NC1=CC2)C(=O)OC methyl 6-(5-azaspiro[2.3]hexan-5-yl)quinoline-4-carboxylate